9-{(R)-2-[({[(S)-1-(isopropylsulfanylcarbonyl)ethyl]amino}(hexadecyloxypropyl)phosphoryl)methoxy]propyl}adenine C(C)(C)SC(=O)[C@H](C)NP(=O)(CCCOCCCCCCCCCCCCCCCC)CO[C@@H](CN1C2=NC=NC(=C2N=C1)N)C